FC1(C(C=2C=CNC2CC1)=O)F 5,5-difluoro-1,5,6,7-tetrahydro-4H-indol-4-one